2,2-Dimethylbutanedioic acid CC(C(=O)O)(CC(=O)O)C